3,5-di-tert-butyl-4-hydroxy-benzeneacrylic acid C(C)(C)(C)C=1C=C(C=C(C1O)C(C)(C)C)C=CC(=O)O